2-(2,2,2-trifluoroethyl)-2,4-dihydro-3H-1,2,4-triazol FC(CN1N=CNC1)(F)F